ClC=1C=CC(=C(C1)C1=CC(=C(N=N1)C1N(C(OC1)(C)C)C(=O)OC(C)(C)C)NC1=CC(=NC=C1)NC(CCN1CCN(CC1)C)=O)F tert-butyl 4-(6-(5-chloro-2-fluorophenyl)-4-((2-(3-(4-methylpiperazin-1-yl)propanamido)pyridin-4-yl)amino)pyridazin-3-yl)-2,2-dimethyloxazolidine-3-carboxylate